C(C)(C)C1N2C(C3=CC(=C(C=C3C1)N1CCCC1)C=1SC=CN1)OC(C2=O)=O 5-isopropyl-8-(pyrrolidin-1-yl)-9-(thiazol-2-yl)-5,6-dihydro-2H-oxazolo[2,3-a]isoquinoline-2,3(10bH)-dione